(4-bromo-1-carbonylisoindolin-2-yl)piperidine-2,6-dione BrC1=C2CN(C(C2=CC=C1)=C=O)N1C(CCCC1=O)=O